ClC=1C=C(C(=C2C=CNC12)C=1N(N=C2C1CN(CC2)C2=NC=C(C=N2)C2CC2)C2=C(C=CC=C2CC)CC)F 3-(7-chloro-5-fluoro-1H-indol-4-yl)-5-(5-cyclopropylpyrimidin-2-yl)-2-(2,6-diethylphenyl)-4,5,6,7-tetrahydro-2H-pyrazolo[4,3-c]pyridine